C(C1=CC(=O)NC(=O)N1)(=O)O.O=C(O)CN(C)C(N)=N.O=C(O)CN(C)C(N)=N.O=C(O)CN(C)C(N)=N tricreatine orotate